FC(S(=O)(=O)[O-])(F)F (E)-trifluoromethanesulfonate